N[C@@H](CCCCN)C(=O)OCCN lysine, aminoethyl ester